C1=C(C=CC2=CC3=CC=CC=C3C=C12)N[C@@H](C)C(=O)O 2-anthryl-L-alanine